tert-butyl 6-cyano-2-[1-[4-ethyl-3-(4-morpholino-1-piperidinyl) phenyl]-1-methyl-ethyl]-1H-indole-3-carboxylate C(#N)C1=CC=C2C(=C(NC2=C1)C(C)(C)C1=CC(=C(C=C1)CC)N1CCC(CC1)N1CCOCC1)C(=O)OC(C)(C)C